((5-bromo-2-chlorophenyl)ethynyl)tetrahydrofuran BrC=1C=CC(=C(C1)C#CC1OCCC1)Cl